ClC=1C=NC(=NC1)[C@]12CC[C@@H](C[C@@H]2C1)OCOC(=O)N1CC(CC1C)NS(=O)(=O)CF ((((1s,3s,6r)-6-(5-chloropyrimidin-2-yl) bicyclo[4.1.0]hept-3-yl) oxy) methyl)-3-((fluoromethyl) sulphonamido)-5-methylpyrrolidine-1-carboxylate